IC=1C=NN(C1)C[C@H](C)O (2S)-1-(4-iodopyrazol-1-yl)propan-2-ol